7-(6-(4,4-difluoropiperidine-1-carbonyl)naphthalen-1-yl)-3-methylquinazolin-4(3H)-one FC1(CCN(CC1)C(=O)C=1C=C2C=CC=C(C2=CC1)C1=CC=C2C(N(C=NC2=C1)C)=O)F